FC=1C=C(C=CC1)CN(S(=O)(=O)C1=CC=C(C=C1)NC(NCC=1C=NC=CC1)=O)C 3-(4-{[(3-fluorophenyl)methyl](methyl)sulfamoyl}phenyl)-1-(pyridin-3-ylmethyl)urea